ClC1=NC(=CC(=C1)C1=C(C=C(C=C1)F)N1N=NC(=C1)C)C1CC1 2-chloro-6-cyclopropyl-4-[4-fluoro-2-(4-methyltriazol-1-yl)phenyl]pyridine